3-phenylpropanol (hydrocinnamate) C(CCC1=CC=CC=C1)(=O)OCCCC1=CC=CC=C1